2-cyclopropyl-6-(4-isopropylpiperazin-1-yl)aniline C1(CC1)C1=C(N)C(=CC=C1)N1CCN(CC1)C(C)C